N-γ-linolenoyl-lysine C(CCCC\C=C/C\C=C/C\C=C/CCCCC)(=O)N[C@@H](CCCCN)C(=O)O